N-[[(3aR,5s,6aS)-2-(2,3,3-trimethylbutyl)-3,3a,4,5,6,6a-hexahydro-1H-cyclopenta[c]pyrrol-5-yl]methyl]-6-(2,4-dimethylpyrazol-3-yl)pyridazin-3-amine CC(CN1C[C@@H]2[C@H](C1)CC(C2)CNC=2N=NC(=CC2)C=2N(N=CC2C)C)C(C)(C)C